Cl.CN(CCCN=C=NCC)C 1-(3-dimethylaminopropyl)-3-ethylcarbodiimide HCl salt